[3-[3-(2,3-dichlorophenyl)-1H-pyrazolo[3,4-b]pyrazin-6-yl]-7-(1-methyltriazol-4-yl)-3-azabicyclo[4.1.0]heptan-7-yl]methanamine ClC1=C(C=CC=C1Cl)C1=NNC2=NC(=CN=C21)N2CC1C(C1CC2)(C=2N=NN(C2)C)CN